magnesium trithiophosphate P(=S)([S-])([S-])[O-].[Mg+2].P(=S)([S-])([S-])[O-].[Mg+2].[Mg+2]